[2-(2,6-dioxopiperidin-3-yl)-3-oxo-4-[(3R)-oxolan-3-yloxy]-2,3-dihydro-1H-isoindol-5-yl]methyl N-[4-(3,4-difluorophenoxy)-2-fluorophenyl]carbamate FC=1C=C(OC2=CC(=C(C=C2)NC(OCC=2C(=C3C(N(CC3=CC2)C2C(NC(CC2)=O)=O)=O)O[C@H]2COCC2)=O)F)C=CC1F